1-(4-(1,4-dimethyl-2-(4-(methylsulfonyl)phenyl)-1H-benzo[d]imidazol-6-yl)phenyl)piperidin-4-one CN1C(=NC2=C1C=C(C=C2C)C2=CC=C(C=C2)N2CCC(CC2)=O)C2=CC=C(C=C2)S(=O)(=O)C